C(C)(C)(C)OC(C[C@H](N)C(=O)O)=O l-aspartic acid-4-tert-butyl ester